C(C)OC(CCC=CCC)OCC 4-Heptenal Diethyl Acetal